4-(2-cyclopropyl-2H-1,2,3-triazol-4-yl)benzaldehyde C1(CC1)N1N=CC(=N1)C1=CC=C(C=O)C=C1